BrC=1C(=C(C=CC1)C1=CC=CC=2C3=CC=CC=C3NC12)[N+](=O)[O-] (3-bromo-2-nitrophenyl)-carbazole